C1C2CC3(CC(CC13)C2)NCCOCCOCCNC2=C1C(N(C(=NC1=CC=C2)C)C2C(NC(CC2)=O)=O)=O 3-(5-((2-(2-(2-(((3as,6as)-hexahydro-2,5-methanopentalen-3a(1H)-yl)amino)ethoxy)ethoxy)ethyl)amino)-2-methyl-4-oxoquinazolin-3(4H)-yl)piperidine-2,6-dione